1-(2-chloro-5-(4-(piperazin-1-ylmethyl)piperidine-1-carbonyl)phenyl)dihydropyrimidine-2,4(1H,3H)-dione ClC1=C(C=C(C=C1)C(=O)N1CCC(CC1)CN1CCNCC1)N1C(NC(CC1)=O)=O